N-(3-chloro-2-methoxyphenyl)-6-oxo-2-[([3-[(2S)-oxolan-2-ylmethoxy]pyridin-4-yl]methyl)amino]cyclohex-1-ene-1-carbothioamide ClC=1C(=C(C=CC1)NC(=S)C1=C(CCCC1=O)NCC1=C(C=NC=C1)OC[C@H]1OCCC1)OC